FC(C=1C(=NC=CC1)OCC1CCN(CC1)C(=O)OC(C)(C)C)(F)F tert-butyl 4-(((3-(trifluoromethyl)pyridin-2-yl)oxy)methyl)piperidine-1-carboxylate